tertbutyl (3-(2-((4-bromo-6-(difluoromethyl)pyridin-2-yl)oxy)ethyl)bicyclo[1.1.1]pentan-1-yl)carbamate BrC1=CC(=NC(=C1)C(F)F)OCCC12CC(C1)(C2)NC(OC(C)(C)C)=O